Oxobutyric Acid O=C(C(=O)O)CC